r-n-butyraldehyde C(CCC)=O